C(C)C1[C@H](CN2C(CC[C@@H]12)=C=O)F Ethyl-(2R,7aS)-2-fluoro-5-carbonyltetrahydro-1H-pyrrolizine